(S)-2-amino-3-(4-(pyridazin-3-yl)phenyl)propanoic acid N[C@H](C(=O)O)CC1=CC=C(C=C1)C=1N=NC=CC1